The molecule is an organic cation obtained by protonation of the two tertiary amino functions of 1-[2-(benzhydryloxy)ethyl]-4-(3-phenylpropyl)piperazine. It is an organic cation and an ammonium ion derivative. It is a conjugate acid of a 1-[2-(benzhydryloxy)ethyl]-4-(3-phenylpropyl)piperazine. C1C[NH+](CC[NH+]1CCCC2=CC=CC=C2)CCOC(C3=CC=CC=C3)C4=CC=CC=C4